[C@@H]1(CCC2=CC=CC=C12)NC(=O)C1=CC2=C(N=C(S2)N2CCN(CC2)CC)C(=C1)C (S)-N-(2,3-dihydro-1H-inden-1-yl)-2-(4-ethylpiperazin-1-yl)-4-methylbenzo[d]Thiazole-6-carboxamide